C1(=CC=CC2=CC=CC=C12)NC1CCC(CC1)=O 4-(naphthylamino)cyclohexanone